CN1N=CC(=C1)CN1C(N(C2=C(C1=O)C=C(S2)S(=O)(=O)NC2(CC2)C)CC=2C=C1CC(NC1=CC2)=O)=O 3-((1-Methyl-1H-pyrazole-4-yl)methyl)-N-(1-methylcyclopropyl)-2,4-dioxo-1-((2-oxoindoline-5-yl)methyl)-1,2,3,4-tetrahydrothieno[2,3-d]pyrimidin-6-sulfonamide